2-bromo-3,5,6-trifluoropyridine BrC1=NC(=C(C=C1F)F)F